(N,N-dimethylaminopropyl)aminopropyl-methyldimethoxysilane CN(C)CCCNCCC[Si](OC)(OC)C